1-(3,3-difluorocyclobutyl)ethane-1-ol FC1(CC(C1)C(C)O)F